ethyl 2-(4-ethynylpiperidin-1-yl)acetate C(#C)C1CCN(CC1)CC(=O)OCC